tert-butyl (2R,4S)-2-(2-(4-(8-bromo-1H-imidazo[4,5-c]quinolin-1-yl) butoxy)-5-fluorophenyl)-4-fluoropyrrolidine-1-carboxylate BrC1=CC=2C3=C(C=NC2C=C1)N=CN3CCCCOC3=C(C=C(C=C3)F)[C@@H]3N(C[C@H](C3)F)C(=O)OC(C)(C)C